tert-butyl 4-(hydroxymethyl-d2)piperidine-1-carboxylate OC(C1CCN(CC1)C(=O)OC(C)(C)C)([2H])[2H]